C1(CC1)C1=CC=C(C=C1)C(CC)N1C[C@@H](N(C[C@H]1CC)C=1C2=C(N(C(N1)=O)C)C=CC(=N2)C#N)CC 4-((2S,5R)-4-(1-(4-cyclopropylphenyl)propyl)-2,5-diethylpiperazin-1-yl)-1-methyl-2-oxo-1,2-dihydropyrido[3,2-d]pyrimidine-6-carbonitrile